6-allyl-4-(4,4,5,5-tetramethyl-1,3,2-dioxaborolan-2-yl)-1-tosyl-1H-pyrrolo[2,3-c]pyridin-7(6H)-one C(C=C)N1C(C2=C(C(=C1)B1OC(C(O1)(C)C)(C)C)C=CN2S(=O)(=O)C2=CC=C(C)C=C2)=O